4H-pyrido[4,3-d]pyrimidin-4-one N1=CNC(C2=C1C=CN=C2)=O